4-[(4-bromo-2,6-difluorophenoxy)methyl]tetrahydropyran-4-ol BrC1=CC(=C(OCC2(CCOCC2)O)C(=C1)F)F